1-(3-(naphthalen-2-ylmethoxy)benzyl)-1H-imidazole C1=C(C=CC2=CC=CC=C12)COC=1C=C(CN2C=NC=C2)C=CC1